NC(C(=O)O)CC#CC 2-AMINO-4-HEXYNOIC ACID